2,2-dimethyl-N-(4-phenylbutyl)-5-(1-piperidinyl)piperidine-1-carboxamide CC1(N(CC(CC1)N1CCCCC1)C(=O)NCCCCC1=CC=CC=C1)C